The molecule is an enoate ester that is the methyl ester of (2E)-2-[2-({[3-(4-chlorophenyl)-1-methyl-1H-pyrazol-5-yl]oxy}methyl)phenyl]-3-methoxyprop-2-enoic acid. A broad spectrum fungicide used to control a variety of diseases on rice, vegetables and teas. It has a role as a mitochondrial cytochrome-bc1 complex inhibitor and an antifungal agrochemical. It is an enoate ester, an enol ether, an aromatic ether, a member of pyrazoles, a member of monochlorobenzenes, a methyl ester and a methoxyacrylate strobilurin antifungal agent. CN1C(=CC(=N1)C2=CC=C(C=C2)Cl)OCC3=CC=CC=C3/C(=C\\OC)/C(=O)OC